5-(4-((3-ethyl-2,4-dioxo-1,2,3,4-tetrahydrothieno[3,2-d]pyrimidin-6-yl)methyl)piperazin-1-yl)-6-fluoropicolinamide C(C)N1C(NC2=C(C1=O)SC(=C2)CN2CCN(CC2)C=2C=CC(=NC2F)C(=O)N)=O